FC1=CC=C(C=C1)C1=CC(=C(C=N1)N1CCN(CC1)C(C=C)=O)C1=NN(C=C1)C 1-(4-(6-(4-fluorophenyl)-4-(1-methyl-1H-pyrazol-3-yl)pyridin-3-yl)piperazin-1-yl)prop-2-en-1-one